BrC=1C=C(C2=C(C(=N[C@H](C=3N2C(=CN3)C)CCC(=O)OC(CCC(C(=O)OC)OCC)(C)C)C3=NC=CC=C3)C1)Cl Methyl 5-((3-((4S)-8-bromo-10-chloro-1-meth-yl-6-(pyridine-2-yl)-4H-benzo[f]imidazo[1,2-a][1,4]diazepin-4-yl)propionyl) oxy)-2-ethoxy-5-methylcaproate